rac-tert-butyldiphenyl(((1S,2R)-2-vinylcyclobutyl)methoxy)silane C(C)(C)(C)[Si](OC[C@@H]1[C@H](CC1)C=C)(C1=CC=CC=C1)C1=CC=CC=C1 |r|